OC1=CC2=C(C3=C(C(O2)=O)C=C(C=C3O)OC)C=C1 3,10-dihydroxy-8-methoxy-6H-benzo[c]benzopyran-6-one